ClC1=C(C=C(C(=C1)Cl)OC)NC1=C(C=NC2=CC(=C(C=C12)OC)OCCCN1CCN(CC1)CC1=C(C=CC=C1)N1C(NC(CC1)=O)=O)C#N 4-((2,4-dichloro-5-methoxyphenyl)amino)-7-(3-(4-(2-(2,4-dioxotetrahydropyrimidin-1(2H)-yl)benzyl)piperazin-1-yl)propoxy)-6-methoxyquinoline-3-carbonitrile